FC(C1(CC1)C1=CC=C(C=C1)C1CN(C1)C(=O)OCCCC)(F)F butyl 3-[4-[1-(trifluoromethyl)cyclopropyl]phenyl]azetidine-1-carboxylate